C(#N)[C@H](CC1=CC=C(C=C1)C=1C=CC2=C(N(C(O2)=O)C)C1)NC(=O)C1CN(CCCC(C1)O)C(=O)OC(C)(C)C tert-butyl 3-{[(1S)-1-cyano-2-[4-(3-methyl-2-oxo-2,3-dihydro-1,3-benzoxazol-5-yl)phenyl]ethyl]carbamoyl}-5-hydroxyazocane-1-carboxylate